methyl 1-cyclopropyl-7-methoxy-2-(6-(prop-1-en-2-yl)-1-((2-(trimethylsilyl)ethoxy)methyl)-1H-pyrrolo[2,3-b]pyridin-2-yl)-1H-benzo[d]imidazole-5-carboxylate C1(CC1)N1C(=NC2=C1C(=CC(=C2)C(=O)OC)OC)C2=CC=1C(=NC(=CC1)C(=C)C)N2COCC[Si](C)(C)C